2-[1-(3,3-dimethyl-1-cyclopenten-1-yl)ethoxy]-2-methylpropyl 2-oxopropanoate O=C(C(=O)OCC(C)(C)OC(C)C1=CC(CC1)(C)C)C